(3S,4R)-1-(6-ethyl-8-fluoro-4-methyl-3-(3-methyl-1,2,4-oxadiazol-5-yl)quinolin-2-yl)-3-methyl-N-(tetrahydro-2H-pyran-4-yl)piperidin-4-amine C(C)C=1C=C2C(=C(C(=NC2=C(C1)F)N1C[C@@H]([C@@H](CC1)NC1CCOCC1)C)C1=NC(=NO1)C)C